para-aminobenzylaniline NC1=CC=C(NCC2=CC=CC=C2)C=C1